C1(CC1)N1N=CC(=C1)CNC1=C2C(N(C(C2=CC=C1)=O)C1C(NC(CC1)=O)=O)=O 4-(((1-cyclopropyl-1H-pyrazol-4-yl)methyl)amino)-2-(2,6-dioxopiperidin-3-yl)isoindoline-1,3-dione